3-({[(1S)-6-[(4-methylphenyl)thio]-1,2,3,4-tetrahydronaphthalen-1-yl]methyl}amino)pyridine-4-carboxylic acid methyl ester COC(=O)C1=C(C=NC=C1)NC[C@H]1CCCC2=CC(=CC=C12)SC1=CC=C(C=C1)C